BrCC=1N=NOC1 4-(bromomethyl)oxadiazole